5-([4,4'-bipiperidin]-1-yl)-N-(2,6-dioxopiperidin-3-yl)picolinamide N1(CCC(CC1)C1CCNCC1)C=1C=CC(=NC1)C(=O)NC1C(NC(CC1)=O)=O